BrC=1C=C2C(=NNC2=C(C1)F)C(=O)OC methyl 5-bromo-7-fluoro-1H-indazole-3-carboxylate